C(C)(C)N1C2=C(N3[C@@H]1CNCC3)N=CC(=C2)C(F)(F)F (R)-5-isopropyl-3-(trifluoromethyl)-5a,6,8,9-tetrahydropyrido[3',2':4,5]imidazo[1,2-a]pyrazin